FC(C(=O)O)(F)F.O=C1NC(CCC1N1C(C2=CC=C(C=C2C1=O)N1CCN(CC1)CCC1CCN(CC1)C1=CC=C(C=C1)C(=C(CC)C1=CC=CC=C1)C1=CC=C(C=C1)O)=O)=O 2-(2,6-dioxopiperidin-3-yl)-5-(4-(2-(1-(4-(1-(4-hydroxyphenyl)-2-phenylbut-1-en-1-yl)phenyl)piperidin-4-yl)ethyl)piperazin-1-yl)isoindoline-1,3-dione trifluoroacetic acid salt